[Pd].C(CC1=CC=CC=C1)N phenethylamine palladium